C(C)(C)(C)OC(C)(C)C t-butylether